C(C=C)OC(=O)N1CC2(CCC1C(=O)O)CN(CCC2)C(=O)OC(C)(C)C 2-(allyloxycarbonyl)-8-(tert-butoxycarbonyl)-2,8-diazaspiro[5.5]undecane-3-carboxylic acid